CN(C=CC=O)C 3-(dimethylamino)-2-propenal